N-(1-(5-(3-cyano-6-(2-hydroxy-2-methylpropoxy)pyrazolo[1,5-a]pyridin-4-yl)pyridin-2-yl)-4-methylpiperidin-4-yl)-3,3,3-trifluoropropanamide C(#N)C=1C=NN2C1C(=CC(=C2)OCC(C)(C)O)C=2C=CC(=NC2)N2CCC(CC2)(C)NC(CC(F)(F)F)=O